FC(C1=CC=C(C=C1)C#CC=1C=C2C(=CNC2=CC1)NC(C)=O)(F)F N-(5-((4-(trifluoromethyl)phenyl)ethynyl)-1H-indol-3-yl)acetamide